4-(2-cyanoprop-2-yl)-N-(2-fluoro-5-(7-((4-methoxybenzyl)(methyl)amino)-1,6-naphthyridin-3-yl)-4-methylphenyl)pyridineamide C(#N)C(C)(C)C1=CC(=NC=C1)C(=O)NC1=C(C=C(C(=C1)C=1C=NC2=CC(=NC=C2C1)N(C)CC1=CC=C(C=C1)OC)C)F